30-hydroxytriacontyl eicos-11-enoate C(CCCCCCCCCC=CCCCCCCCC)(=O)OCCCCCCCCCCCCCCCCCCCCCCCCCCCCCCO